(R)-4-((1-(3-(1,1-Difluoro-2-hydroxy-2-methylpropyl)-2-fluorophenyl)ethyl)amino)-2,6,8,8,9-pentamethyl-8,9-dihydropyrazino[2,3-g]quinazolin-7(6H)-one FC(C(C)(C)O)(F)C=1C(=C(C=CC1)[C@@H](C)NC1=NC(=NC2=CC3=C(C=C12)N(C(C(N3C)(C)C)=O)C)C)F